CC1(OCC(O1)COC1=C(C2=C(N=CN=C2N)N1COCC[Si](C)(C)C)C=1C=NC2=CC=CC=C2C1)C 6-((2,2-dimethyl-1,3-dioxolan-4-yl)methoxy)-5-(quinolin-3-yl)-7-((2-(trimethylsilyl)ethoxy)methyl)-7H-pyrrolo[2,3-d]pyrimidin-4-amine